BrC1=CC2=C(C=N1)NC=N2 6-bromo-3H-imidazo[4,5-c]pyridine